(S)-1'-(3-(2-((6-Oxo-5-(trifluoromethyl)-1,6-dihydropyridazin-4-yl)oxy)propoxy)propanoyl)-1',2',3',6'-tetrahydro-[2,4'-bipyridine]-5-carbonitrile O=C1C(=C(C=NN1)O[C@H](COCCC(=O)N1CCC(=CC1)C1=NC=C(C=C1)C#N)C)C(F)(F)F